C(C)(C)ONC(=O)C=1C=NN2C1N=C(C=C2NC)NC=2C(N(C=CC2)N2C=CC=C2)=C=O N-isopropoxy-7-(methylamino)-5-((2-carbonyl-1-(1H-pyrrol-1-yl)-1,2-dihydropyridin-3-yl)amino)pyrazolo[1,5-a]pyrimidine-3-carboxamide